2-methyloxazole-4-carboxylic acid CC=1OC=C(N1)C(=O)O